(S)-2-bromo-5-(4-(5-fluoropyridin-2-yl)-3-methylpiperazin-1-yl)pyrazine BrC1=NC=C(N=C1)N1C[C@@H](N(CC1)C1=NC=C(C=C1)F)C